4-((benzyloxy)carbonyl)benzoyl chloride C(C1=CC=CC=C1)OC(=O)C1=CC=C(C(=O)Cl)C=C1